(E)-3-((4-hydroxy-3,5-dimethylphenyl)diazenyl)phenyl sulfurofluoridate S(OC1=CC(=CC=C1)\N=N\C1=CC(=C(C(=C1)C)O)C)(=O)(=O)F